behenyl-trimethyl-ammonium ethylsulfate C(C)OS(=O)(=O)[O-].C(CCCCCCCCCCCCCCCCCCCCC)[N+](C)(C)C